6-(5-methyl-1H-pyrazol-4-yl)-2-{[4-(2-oxotetrahydropyrimidin-1(2H)-yl)piperidin-1-yl]methyl}thieno[3,2-d]pyrimidin-4(3H)-one CC1=C(C=NN1)C1=CC=2N=C(NC(C2S1)=O)CN1CCC(CC1)N1C(NCCC1)=O